4,7-dibromo-5,6-dinitro-benzo[c][1,2,5]thiadiazole BrC1=C(C(=C(C2=NSN=C21)Br)[N+](=O)[O-])[N+](=O)[O-]